methyl 3-amino-6-chloro-2-cyclopropylpyridine-4-carboxylate NC=1C(=NC(=CC1C(=O)OC)Cl)C1CC1